6-(1H-imidazol-1-yl)-N-((1r,4r)-4-methylcyclohexyl)-4-(trifluoromethyl)picolinamide N1(C=NC=C1)C1=CC(=CC(=N1)C(=O)NC1CCC(CC1)C)C(F)(F)F